CCC(CCCC)O heptan-3-ol